CN(C)CC=1C(=NC=C(C1)C1OCCOC1)N ((dimethylamino)methyl)-5-(1,4-dioxan-2-yl)pyridin-2-amine